2,2-difluoroethyl (trans-4-((4-(4-chloro-1H-pyrazol-3-yl)-5-(trifluoromethyl)pyrimidin-2-yl)amino)cyclohexyl)(4-(2-methoxypyrimidin-5-yl)pyridin-2-yl)carbamate ClC=1C(=NNC1)C1=NC(=NC=C1C(F)(F)F)N[C@@H]1CC[C@H](CC1)N(C(OCC(F)F)=O)C1=NC=CC(=C1)C=1C=NC(=NC1)OC